COC1=CC=C(CN(C2=NC=CC=C2[C@@H](C)N[S@@](=O)C(C)(C)C)CC2=CC=C(C=C2)OC)C=C1 (S)-N-((R)-1-(2-(bis(4-methoxybenzyl)amino)pyridin-3-yl)ethyl)-2-methylpropane-2-sulfinamide